CC(CN1C2=CC=CC=C2SC3=C1C=C(C=C3)C(=O)C)N(C)C The molecule is a phenothiazine compound having an acetyl group at the 2-position and a 2-(dimethylamino)-1-propyl group at the 10-position. It has a role as an anxiolytic drug, a sedative and a histamine antagonist. It is a member of phenothiazines, a tertiary amine, a methyl ketone and an aromatic ketone.